C(\C=C\C1CC=C(C=C1)O)(=O)C(C(=O)C(\C=C\C1CC=C(C=C1)O)=O)=O dihydrocoumaroyl diketone